FC(OC=1C=NC(=NC1)N[C@@H]1C[C@H](CC1)NC1=CC=C(C=N1)C1=CC=NC=2N1N=CC2)F 7-(6-(((1S,3S)-3-((5-(difluoromethoxy)pyrimidin-2-yl)amino)cyclopentyl)amino)pyridin-3-yl)pyrazolo[1,5-a]pyrimidine